[(2R,5S)-5-(4-fluorophenyl)-2-methyl-piperazin-1-yl]-[1-(trifluoromethyl)cyclopropyl]methanone FC1=CC=C(C=C1)[C@@H]1NC[C@H](N(C1)C(=O)C1(CC1)C(F)(F)F)C